ClC1=CC=C(C(=N1)C1=NOC(N1)=O)N[C@H](C)C=1C=C(C=C2C(C(=C(OC12)C=1C=NN(C1)CC(CO)O)C)=O)C 3-[6-Chloro-3-[[(1R)-1-[2-[1-(2,3-dihydroxypropyl)pyrazol-4-yl]-3,6-dimethyl-4-oxo-chromen-8-yl]ethyl]amino]-2-pyridyl]-4H-1,2,4-oxadiazol-5-one